2-(3-methylphenyl)ethyl methacrylate C(C(=C)C)(=O)OCCC1=CC(=CC=C1)C